1,3-dimethyl-N-(1,1,3-trimethyl-2,3-dihydro-1H-inden-4-yl)-1H-pyrazol-4-carboxamide CN1N=C(C(=C1)C(=O)NC1=C2C(CC(C2=CC=C1)(C)C)C)C